tert-butyl 7-(3-ethyl-4-((5-(trifluoromethyl)-4-(trimethylstannyl)pyrimidin-2-yl)amino)phenyl)-3-oxa-7,9-diazabicyclo[3.3.1]nonane-9-carboxylate C(C)C=1C=C(C=CC1NC1=NC=C(C(=N1)[Sn](C)(C)C)C(F)(F)F)N1CC2COCC(C1)N2C(=O)OC(C)(C)C